(4-octoxyphenyl)-(2,4,6-trimethoxyphenyl)iodonium 4-methylbenzenesulfonate CC1=CC=C(C=C1)S(=O)(=O)[O-].C(CCCCCCC)OC1=CC=C(C=C1)[I+]C1=C(C=C(C=C1OC)OC)OC